ClC=1C=C(C=C2C(C(=C(OC12)C1=CC=C(OCCOC2CC(C2)C(=O)O)C=C1)OC(F)(F)F)=O)F 3-[2-[4-[8-chloro-6-fluoro-4-oxo-3-(trifluoromethoxy)chromen-2-yl]phenoxy]ethoxy]cyclobutanecarboxylic acid